butyl-1-(4-((2,6-dimethyl-14-octadecyldotriacontan-9-yl)ammonio)butyl)-1H-imidazol-3-ium chloride trifluoroacetate FC(C(=O)[O-])(F)F.[Cl-].C(CCC)C=1N(C=C[NH+]1)CCCC[NH2+]C(CCC(CCCC(C)C)C)CCCCC(CCCCCCCCCCCCCCCCCC)CCCCCCCCCCCCCCCCCC